N1N=CC(=C1)CCO 2-(1H-pyrazol-4-yl)ethan-1-ol